ClC=1C(=C(C=CC1)C1(COC1)N1CCC(CC1)CC1=NC(=CC=C1F)NC1=NNC(=C1)C)F 1-(3-(3-chloro-2-fluorophenyl)-oxetan-3-yl)-4-((3-fluoro-6-((5-methyl-1H-pyrazol-3-yl)amino)-pyridin-2-yl)methyl)piperidine